Tert-butyl (7-methoxy-2-oxo-2,3,4,5-tetrahydro-1H-1-benzazepin-4-yl)carbamate COC=1C=CC2=C(CC(CC(N2)=O)NC(OC(C)(C)C)=O)C1